C(C)OC=1C=C(C(=O)NC=2C=C3C(=CNC3=CC2)C2CCN(CC2)CCCCC)C=CC1 5-(3-ethoxybenzoyl)amino-3-(1-pentylpiperidin-4-yl)-1H-indole